benzyl 4-(1-(tert-Butoxycarbonyl) pyrrolidin-2-yl)-4-hydroxypiperidine-1-carboxylate C(C)(C)(C)OC(=O)N1C(CCC1)C1(CCN(CC1)C(=O)OCC1=CC=CC=C1)O